3-(m-phenoxyphenyl)propyl methacrylate C(C(=C)C)(=O)OCCCC1=CC(=CC=C1)OC1=CC=CC=C1